ethyl 2-(4-cyclopropoxyphenyl)-6-(morpholin-4-ylmethyl)-3-oxoimidazo[1,5-a]pyrazine-1-carboxylate C1(CC1)OC1=CC=C(C=C1)N1C(N2C(C=NC(=C2)CN2CCOCC2)=C1C(=O)OCC)=O